(3S)-N-[5-(2-chloro-6-methyl-4-pyridyl)-4-(3-cyanophenyl)thiazol-2-yl]-3-(1-hydroxy-1-methyl-ethyl)piperazine-1-carboxamide formate C(=O)O.ClC1=NC(=CC(=C1)C1=C(N=C(S1)NC(=O)N1C[C@H](NCC1)C(C)(C)O)C1=CC(=CC=C1)C#N)C